N1(CCCCC1)CC(=O)Cl 2-(piperidin-1-yl)acetyl chloride